C1(=CC=CC=C1)C(C1=CC=CC=C1)=NC1=CC=C(N=N1)OC1CCN(CC1)C(=O)OC(C)(C)C Tert-butyl 4-((6-((diphenylmethylene)amino)pyridazin-3-yl)oxy)piperidine-1-carboxylate